BrC=1N=CN(C1C)COCC[Si](C)(C)C 4-bromo-5-methyl-1-[[2-(trimethylsilyl)ethoxy]methyl]-1H-imidazole